F[C@@H]1C[C@@]2(CCCN2C1)COC=1N=CC2=C(N1)C(=C(N=C2N(C)C2CNC2)C2(CC1=CC=C(C(=C1C=C2)C#C)F)O)F 2-([(2R,7aS)-2-fluoro-hexahydropyrrolizin-7a-yl]methoxy-5-[azetidin-3-yl(methyl)amino]-8-fluoropyrido[4,3-d]pyrimidin-7-yl)-5-ethynyl-6-fluoronaphthalen-2-ol